3-(morpholin-4-yl)azetidine N1(CCOCC1)C1CNC1